C(C)(C)(C)OC(=O)N1CCC2(CC1)CCN(CC2)C2=NC(=C(C=C2)Br)C(F)F 9-[5-bromo-6-(difluoromethyl)-2-pyridyl]-3,9-diazaspiro[5.5]undecane-3-carboxylic acid tert-butyl ester